FC=1C=C(C=2C3=C(N(C2C1)CC1=CC=C(CP(O)(O)=O)C=C1)C(=NC(=N3)C(C)C)O)F (4-((7,9-difluoro-4-hydroxy-2-isopropyl-5H-pyrimido[5,4-b]indol-5-yl)methyl)benzyl)phosphonic acid